oxazin-3(4H)-one dihydrochloride Cl.Cl.O1NC(CC=C1)=O